ClC1=CC=2C3=C(C(=NC2C(=C1C1=NC=CC2=CC=CC(=C12)C#N)F)S(=O)C)C=NN3[C@@H]3C[C@H](N(CC3)C(=O)OC(C)(C)C)CC#N tert-butyl (2S,4S)-4-(8-chloro-7-(8-cyanoisoquinolin-1-yl)-6-fluoro-4-(methylsulfinyl)-1H-pyrazolo[4,3-c]quinolin-1-yl)-2-(cyanomethyl)piperidine-1-carboxylate